S(=O)(=O)([O-])O[O-].[K+].[K+].[K+].[K+].[K+] pentapotassium peroxysulfate